CNC(=O)C1NC(CC1)C N,5-dimethylpyrrolidine-2-carboxamide